(S)-4-(3-Aminoazepan-1-yl)-2-cyclohexyl-phthalazin-1(2H)-one-hydrochloride Cl.N[C@@H]1CN(CCCC1)C1=NN(C(C2=CC=CC=C12)=O)C1CCCCC1